4-bromo-6-chloro-5-methyl-1-(triisopropylsilyl)-1H-indole BrC1=C2C=CN(C2=CC(=C1C)Cl)[Si](C(C)C)(C(C)C)C(C)C